perfluorodecanyltrimethoxysilane FC(O[Si](OC(F)(F)F)(OC(F)(F)F)C(C(C(C(C(C(C(C(C(C(F)(F)F)(F)F)(F)F)(F)F)(F)F)(F)F)(F)F)(F)F)(F)F)(F)F)(F)F